CC(C)N1C2=NC=NC(=C2C(=N1)C3=CC4=C(N3)C=CC(=C4)O)N The molecule is a member of the class of pyrazolopyrimidines that is 1H-pyrazolo[3,4-d]pyrimidine substituted by isopropyl, 5-hydroxyindol-2-yl and amino groups at positions 1, 3 and 4 respectively. It is a potent inhibitor of mTOR and exhibits anti-cancer properties. It has a role as a mTOR inhibitor and an antineoplastic agent. It is a pyrazolopyrimidine, a member of phenols, a member of hydroxyindoles, a biaryl, an aromatic amine and a primary amino compound.